FC(C)(F)C=1C=C(C=CC1)NC(=O)C1=NC(=CN=C1C)C1=CC=C(C=C1)OC(F)F N-(3-(1,1-difluoroethyl)phenyl)-6-(4-(difluoromethoxy)phenyl)-3-methylpyrazine-2-carboxamide